N,N-diethyl-3-(p-tolyloxy)prop-1-en-2-amine oxide C(C)[N+](C(=C)COC1=CC=C(C=C1)C)(CC)[O-]